NC1=NC(=C2C(=N1)N(N=C2)CC2=C(C=C(C=C2F)N)F)C=2C=C(C#N)C=CC2 3-[6-amino-1-[(4-amino-2,6-difluoro-phenyl)methyl]pyrazolo[3,4-d]pyrimidine-4-yl]benzonitrile